COC(=O)C=1N=CC2=C(N1)C(OC2)(CCC)C 7-methyl-7-propyl-5,7-dihydrofuro[3,4-d]pyrimidine-2-carboxylic acid methyl ester